3-chloro-6-(trifluoromethyl)pyridazine tert-Butyl-2-(6-(hydroxymethyl)-3-iodo-5-(2-methylpyrimidin-5-yl)-1H-indazol-1-yl)acetate C(C)(C)(C)OC(CN1N=C(C2=CC(=C(C=C12)CO)C=1C=NC(=NC1)C)I)=O.ClC=1N=NC(=CC1)C(F)(F)F